CC=1C=2N(C=C(N1)C)C=C(C2)C2=CC1=C(N=C(S1)N(C1CCNCC1)C)C(=C2)F 6-(1,3-dimethylpyrrolo[1,2-a]pyrazin-7-yl)-4-fluoro-N-methyl-N-(piperidin-4-yl)-1,3-benzothiazol-2-amine